N-(4-chloro-2-nitrobenzyloxycarbonyl)imidazole ClC1=CC(=C(COC(=O)N2C=NC=C2)C=C1)[N+](=O)[O-]